3-(2-((tert-Butyldiphenylsilyl)oxy)ethoxy)-2-chloroaniline [Si](C1=CC=CC=C1)(C1=CC=CC=C1)(C(C)(C)C)OCCOC=1C(=C(N)C=CC1)Cl